CC1OCC1C 2-methyl-3-methyloxetane